O[C@]1([C@@H](CCC1)N1C(C=C(C2=C1N=C(N=C2)SC)C)=O)C 8-((1R,2R)-2-hydroxy-2-methylcyclopentyl)-5-methyl-2-(methylsulfanyl)pyrido[2,3-d]pyrimidin-7(8H)-one